CC1=C(C=CC=C1C)N1CCN(CC1)C(CN1N=C(C2=C1CCC2)C(=O)N2C[C@H](CC2)CO)=O 1-[4-(2,3-Dimethylphenyl)piperazin-1-yl]-2-{3-[(3S)-3-(hydroxymethyl)pyrrolidin-1-carbonyl]-5,6-dihydrocyclopenta[c]pyrazol-1(4H)-yl}ethan-1-on